C(C)(=O)NC1=NC2=C(N1)C=C(C=C2)C=2C=C(C(=O)N)C=CC2 3-(2-acetamido-1H-benzo[d]imidazole-6-yl)benzamide